C(C)(C)(C)OC(=O)N1C=NCC1 imidazoline-1-carboxylic acid tert-butyl ester